C(C)P(C1=CC(=C(C=C1)NCC#C)O)(CC)=O diethyl(3-hydroxy-4-(prop-2-yn-1-ylamino)phenyl)phosphine oxide